(dimethylpropyl)benzoxazol CC(CC)(C)C=1OC2=C(N1)C=CC=C2